4-[(2S,15S)-5,17-dihydroxy-2,15-dimethyl-16-oxotetracyclo[8.7.0.02,7.011,15]heptadec-6-en-14-yl]pentanoic acid OC1CC[C@]2(C3C(C([C@]4(C(CCC4C3CCC2=C1)C(CCC(=O)O)C)C)=O)O)C